Platinum Divinyldisiloxane C(=C)[SiH](O[SiH3])C=C.[Pt]